C(=O)O.C1=CC=CC2=CC=CC=C12 naphthalene format